NC=1SC2=C(N=C(N=C2N[C@H](CC(C)C)CO)SC(C)C=2C=C(C#N)C=CC2)N1 3-{1-[(2-amino-7-{[(1R)-1-(hydroxymethyl)-3-methylbutyl]amino}[1,3]thiazolo[4,5-d]pyrimidin-5-yl)thio]ethyl}benzonitrile